FC1=CC=C(C=C1)CC(=O)N1CC2(CC1)NC1=NC(=C(C=C1CC2)C=2C=NN(C2)C)C 2-(4-fluorophenyl)-1-[7-methyl-6-(1-methyl-1H-pyrazol-4-yl)-3,4-dihydro-1H-spiro[1,8-naphthyridine-2,3'-pyrrolidin]-1'-yl]ethan-1-one